[Cu-]=S Copper (i) sulfide